((3,6-dichloro-2-methoxybenzoyl)oxy)hexanamide ClC=1C(=C(C(=O)OC(C(=O)N)CCCC)C(=CC1)Cl)OC